4,4,5,5-tetramethyl-2-(4-(pent-4-en-1-yloxy)phenyl)-1,3,2-dioxaborolane CC1(OB(OC1(C)C)C1=CC=C(C=C1)OCCCC=C)C